1-[2-(triethoxysilyl)ethyl]-1H-tetrazole C(C)O[Si](CCN1N=NN=C1)(OCC)OCC